tin oxide dihydroxide [OH-].[OH-].[Sn+2]=O